CC=1C=C(C=C(C1N1CCN(CC1)C)C)C=1C=C2C(=NC1)NC(=C2C#CC(C)(S(=O)(=O)C)C)C(=O)[O-] 5-(3,5-dimethyl-4-(4-methylpiperazin-1-yl) phenyl)-3-(3-methyl-3-(methylsulfonyl) but-1-yn-1-yl)-1H-pyrrolo[2,3-b]pyridineformate